C(C)C=1NC(=CN1)C(=O)N[C@@H]1CN(CC[C@H]1C1=CC=CC=C1)C(=O)C=1C=2N(C=CC1)C=NC2 2-ethyl-N-((3S,4S)-1-(imidazo[1,5-a]pyridine-8-carbonyl)-4-phenylpiperidin-3-yl)-1H-imidazole-5-carboxamide